BrC1=C(C(=C(Br)Br)Br)C=CC=C1 Tetrabromostyrol